C(CC(O)(C(=O)O)CC(=O)[O-])(=O)[O-].[Ca+2] MONOCALCIUM CITRAT